(2R,3S,5R)-5-(6-amino-2-fluoro-9H-purin-9-yl)-2-ethynyl-2-(hydroxymethyl)tetrahydrofuran-3-yl tetradecanoate C(CCCCCCCCCCCCC)(=O)O[C@@H]1[C@](O[C@H](C1)N1C2=NC(=NC(=C2N=C1)N)F)(CO)C#C